but-2-en-amide C(C=CC)(=O)N